1-(5-chloro-2-(iodomethyl)-2-methyl-2,3-dihydrobenzofuran-7-yl)ethan-1-one ClC=1C=C(C2=C(CC(O2)(C)CI)C1)C(C)=O